4-(4-Fluorophenyl)-2-ethoxy-5H-indeno[1,2-b]pyridine-3-carbonitrile FC1=CC=C(C=C1)C1=C2C(=NC(=C1C#N)OCC)C1=CC=CC=C1C2